CN1CC(OCC1)CN1CCC(CC1)C1=CC=C(C=C1)B1OC(C(O1)(C)C)(C)C 4-methyl-2-((4-(4-(4,4,5,5-tetramethyl-1,3,2-dioxaborolan-2-yl)phenyl)piperidin-1-yl)methyl)morpholine